(S)-2-acetamido-5-(tert-butoxy)-5-oxopentanoic acid C(C)(=O)N[C@H](C(=O)O)CCC(=O)OC(C)(C)C